[Li+].FC(S(=O)(=O)[NH-])(F)F trifluoromethanesulfonamide lithium salt